(S)-5-bromo-N-(1-methoxypropan-2-yl)-2-nitroaniline BrC=1C=CC(=C(N[C@H](COC)C)C1)[N+](=O)[O-]